diallyl-diphenylphosphine bromide [Br-].C(C=C)C=1C(=C(C=CC1)PC1=CC=CC=C1)CC=C